N,N-bis(2-hydroxyethyl)-β-alanine OCCN(CCC(=O)O)CCO